5,12-dibutyl-3,10-difluoroquinolino[2,3-b]acridine-7,14(5H,12H)dione C(CCC)N1C=2C=C3C(=CC2C(C=2C=CC(=CC12)F)=O)N(C1=CC(=CC=C1C3=O)F)CCCC